N1(CCC1)C[C@@H](C(=O)OCC1=CC=CC=C1)C benzyl (S)-3-(azetidin-1-yl)-2-methylpropionate